3-methyl-4-[1-(pyridin-3-ylmethyl)benzimidazol-2-yl]-1,2,5-oxadiazole CC1=NON=C1C1=NC2=C(N1CC=1C=NC=CC1)C=CC=C2